FC1=CC=C(COC2=CC=C3CCCC(C3=C2)NCC#C)C=C1 7-((4-fluorobenzyl)oxy)-N-(prop-2-yn-1-yl)-1,2,3,4-tetrahydronaphthalen-1-amine